4-(difluoromethoxy)phenol FC(OC1=CC=C(C=C1)O)F